4-bromo-1-[(2,4-dimethoxyphenyl)methyl]-1,3-dihydro-2λ6-benzo[c][1,2]thiazole-2,2-dione BrC1=CC=CC=2N(S(CC21)(=O)=O)CC2=C(C=C(C=C2)OC)OC